Tert-butyl 7-((((benzyloxy)carbonyl)amino)methyl)-7-(4-methylthiazol-2-yl)-3-azabicyclo[4.1.0]heptane-3-carboxylate C(C1=CC=CC=C1)OC(=O)NCC1(C2CCN(CC12)C(=O)OC(C)(C)C)C=1SC=C(N1)C